OC1=C(C=C(CNC(COC(CCCCCCCCC)=O)=O)C=C1)OC decanoic acid 2-((4-hydroxy-3-methoxy-benzyl) amino)-2-oxoethyl ester